O1COC2=C1C=CC(=C2)CNC(CN(C)CC2=C(C=C(C=C2)Br)F)=O N-(benzo[d][1,3]dioxol-5-ylmethyl)-2-((4-bromo-2-fluorobenzyl)(methyl)amino)acetamide